C(CCCN1N=C(C=C1C(=O)NC1=C(C=CC=C1)[N+](=O)[O-])C1=CC=NC=C1)N1N=C(C=C1C(=O)NC1=C(C=CC=C1)[N+](=O)[O-])C1=CC=NC=C1 1,1'-(butane-1,4-diyl)bis(N-(2-nitrophenyl)-3-(pyridin-4-yl)-1H-pyrazole-5-carboxamide)